C1(CC1)C1=NC=C(C(=O)NC2=CC(=C(C=C2)F)[C@H](C)NC2=CN=C3C(=N2)SC(=C3)C)C=C1 (S)-6-cyclopropyl-N-(4-fluoro-3-(1-((6-methylthieno[2,3-b]pyrazin-3-yl)amino)ethyl)phenyl)nicotinamide